1-((3-ethylidene-1,2,3,4,6,7,12,12b-octahydroindolo[2,3-a]quinolizin-2-yl)methyl)-2,9-dihydro-7H-pyrido[3,4-b]indol-7-one C(C)=C1CN2CCC3=C(C2CC1CC=1NC=CC=2C1NC1=CC(C=CC21)=O)NC2=CC=CC=C23